FC(S(=O)(=O)[O-])(F)F.C(C)[N+](C)(CC)CC triethylmethylammonium trifluoromethanesulfonate